4-[[3-fluoro-2-methoxy-propyl]-[4-(5,6,7,8-tetrahydro-1,8-naphthyridin-2-yl)butyl]amino]-2-[[2-(5-fluoro-2-methoxy-3-pyridyl)-2-methyl-propanoyl]amino]butanoic acid FCC(CN(CCC(C(=O)O)NC(C(C)(C)C=1C(=NC=C(C1)F)OC)=O)CCCCC1=NC=2NCCCC2C=C1)OC